2-(4-(methoxycarbonyl)phenyl)-4-(2-methoxyethyl)piperazin COC(=O)C1=CC=C(C=C1)C1NCCN(C1)CCOC